tert-butyl (4-((6-butylpyridin-3-yl)amino)benzyl)carbamate C(CCC)C1=CC=C(C=N1)NC1=CC=C(CNC(OC(C)(C)C)=O)C=C1